4-(5-(4-(trifluoromethoxy)phenyl)-7H-pyrrolo[2,3-d]pyrimidin-4-yl)morpholine FC(OC1=CC=C(C=C1)C1=CNC=2N=CN=C(C21)N2CCOCC2)(F)F